CN(CCCC(C)NC(=O)C1=CC=2N=C(N=C(C2O1)N1CCOCC1)N1N=CC(=C1)C1=CC=CC=C1)C N-[4-(dimethylamino)-1-methyl-butyl]-4-morpholino-2-(4-phenylpyrazol-1-yl)furo[3,2-d]pyrimidine-6-carboxamide